8-Chloro-1-methylisoquinolin-3-ol ClC=1C=CC=C2C=C(N=C(C12)C)O